N-(β-aminoethyl)γ-aminopropyltrimethoxysilane NCCNCCC[Si](OC)(OC)OC